ClC1=NC=2CCCCC2C=C1[N+](=O)[O-] 2-Chloro-3-nitro-5,6,7,8-tetrahydroquinoline